C(C)(C)(C)N(C(O)=O)CC1NCCNCC1.C1(=C(C=CC=C1)C1=C(C2=C(OC3=C2C=CC=C3)C=C1)C=1C(=C(C=CC1)C=1C(=CC=CC1)C1=CC=CC=C1)C1=NN=NC(=C1C1=CC=CC=C1)C1=CC=CC=C1)C1=CC=CC=C1 [(biphenylyl)dibenzofuranyl](diphenyltriazinyl)terphenyl tert-Butyl-((1,4-diazepan-5-yl)methyl)carbamate